ClC=1C(=C(C=C(C1)OC)NC=1C2=C(N=CN1)C=CC(=N2)O[C@@H]2CNCC2)F N-(3-chloro-2-fluoro-5-methoxy-phenyl)-6-[(3S)-pyrrolidin-3-yl]oxy-pyrido[3,2-d]pyrimidin-4-amine